6-Chloro-3-[(1R)-1-[3,6-dimethyl-2-(2-methylpyrimidin-5-yl)-4-oxo-chromen-8-yl]ethoxy]pyridine-2-sulfonamide ClC1=CC=C(C(=N1)S(=O)(=O)N)O[C@H](C)C=1C=C(C=C2C(C(=C(OC12)C=1C=NC(=NC1)C)C)=O)C